tert-butyl 5-(p-toluenesulfonyloxy)-3,4-dihydropyridine-1(2H)-carboxylate CC1=CC=C(C=C1)S(=O)(=O)OC=1CCCN(C1)C(=O)OC(C)(C)C